tert-Butyl (E)-3-((3-butyl-7-(ethylthio)-1,1-dioxido-5-phenyl-2,3,4,5-tetrahydro-1,5-benzothiazepin-8-yl)oxy)acrylate C(CCC)C1CS(C2=C(N(C1)C1=CC=CC=C1)C=C(C(=C2)O/C=C/C(=O)OC(C)(C)C)SCC)(=O)=O